3,7-dimethyl-non-1,6-dien-3-ol CC(C=C)(CCC=C(CC)C)O